ClC1=C(C=CC=C1F)C=1C(N(C(N(C1)CC(=O)N1CCC(CC1)N1C(NC2=C(CC1)C=C(C=C2)OC)=O)=O)CCS(=O)(=O)C)=O 5-(2-Chloro-3-fluoro-phenyl)-3-(2-methanesulfonyl-ethyl)-1-{2-[4-(7-methoxy-2-oxo-1,2,4,5-tetrahydro-benzo[d][1,3]diazepin-3-yl)-piperidin-1-yl]-2-oxo-ethyl}-1H-pyrimidine-2,4-dione